(E)-N-(4-(4-(((dimethylamino)methylene)amino)-1H-pyrazolo[3,4-d]pyrimidin-3-yl)benzyl)-5-fluoro-2-methoxybenzamide CN(C)\C=N\C1=C2C(=NC=N1)NN=C2C2=CC=C(CNC(C1=C(C=CC(=C1)F)OC)=O)C=C2